Pentafluoropropanamide FC(C(C(=O)N)(F)F)(F)F